N-[(1'R,14S)-6,17,19-trifluorospiro[8,12-dioxa-21-azatetracyclo[14.3.1.110,13.02,7]henicosa-1(19),2,4,6,10,13(21),16(20),17-octaene-14,3'-cyclopentane]-1'-yl]methanesulfonamide FC=1C=CC=C2C3=C(C=C(C(C[C@@]4(C[C@@H](CC4)NS(=O)(=O)C)C=4OC=C(COC12)N4)=C3)F)F